C(C)NC(=O)N1[C@H]([C@H](CCC1)NS(=O)(=O)C)CO[C@@H]1CC[C@@H](CC1)C1=CC=CC=C1 (2R,3S)-N-ethyl-3-((methylsulfonyl)amino)-2-(((cis-4-phenylcyclohexyl)oxy)methyl)-piperidine-1-carboxamide